NC1=NC2=CC(=CC=C2C(=N1)N[C@H]1[C@H](CCC1)O)Br (1S,2R)-2-((2-amino-7-bromoquinazolin-4-yl)amino)cyclopentanol